bromopropyl-tributoxysilane BrCCC[Si](OCCCC)(OCCCC)OCCCC